racemic-3-(2,5-dichlorophenyl)-3-(1-methylpiperidin-4-yl)propan-1-ol ClC1=C(C=C(C=C1)Cl)[C@H](CCO)C1CCN(CC1)C |r|